FC1=C2C(=C(C=3N(C(=NC31)CNC)C)F)CC(C2)CN2CCC3(CN(C(O3)=O)C3=NC1=C(OCC(N1)=O)N=C3)CC2 6-[8-[[4,8-difluoro-1-methyl-2-(methylaminomethyl)-6,7-dihydro-5H-cyclopenta[f]benzimidazol-6-yl]methyl]-2-oxo-1-oxa-3,8-diazaspiro[4.5]decan-3-yl]-4H-pyrazino[2,3-b][1,4]oxazin-3-one